C1(CCCC1)NC(C1=C(C=C(C=C1C=1N=NNN1)N=C=O)F)=O N-cyclopentyl-2-fluoro-4-isocyanato-6-(2H-tetrazol-5-yl)benzamide